6-(2-Oxopropoxy)-8-[(2S,3S,4R)-2,3,4,5-tetrahydroxypentyl]pteridine-2,4,7(1H,3H,8H)-trione O=C(COC1=NC=2C(NC(NC2N(C1=O)C[C@@H]([C@@H]([C@@H](CO)O)O)O)=O)=O)C